2-[1-[2-(3-Carbamoyl-1-piperidyl)-6-methyl-4-oxo-chromen-8-yl]ethylamino]benzoic acid C(N)(=O)C1CN(CCC1)C=1OC2=C(C=C(C=C2C(C1)=O)C)C(C)NC1=C(C(=O)O)C=CC=C1